O(S(=O)(=O)C(F)(F)F)C1=C2C(=NC(=C1)N1[C@@H](COCC1)C)C(=NN2C)C2=NN(C=C2)C2OCCCC2 1-methyl-5-((R)-3-methylmorpholino)-3-(1-(tetrahydro-2H-pyran-2-yl)-1H-pyrazol-3-yl)-1H-pyrazolo[4,3-b]Pyridin-7-yl triflate